COC(CC[C@@H](C)[C@H]1CC[C@H]2[C@@H]3[C@@H](C[C@@H]4C[C@H]([C@@H](C[C@]4(C)[C@H]3CC[C@]12C)F)O)O)=O 2α-fluoro-3β,7α-dihydroxy-5β-cholanic acid methyl ester